ClC=1C=CC2=C(C(=NCC=3N2C=NC3C(=O)OCC)C3=C(C=CC=C3)F)C1 Ethyl 8-chloro-6-(2-fluorophenyl)-4H-benzo[f]imidazo[1,5-a][1,4]diazepine-3-carboxylate